ClC=1C=C2C(=C(C(NC2=CC1)=O)C1=NN(C(C1)C1=CC=C(C=C1)C)C(CC)=O)C 6-chloro-4-methyl-3-(1-propionyl-5-(p-tolyl)-4,5-dihydro-1H-pyrazol-3-yl)quinolin-2(1H)-one